4-(1,2'-binaphthalen-7-yl)-N-phenylaniline C1(=CC=CC2=CC=C(C=C12)C1=CC=C(NC2=CC=CC=C2)C=C1)C1=CC2=CC=CC=C2C=C1